N-(3-bromo-4-fluorophenyl)-N'-hydroxy-4-[(2-{[(E)-1-(methylamino)-2-nitroethenyl]amino}ethyl)sulfanyl]-1,2,5-oxadiazole-3-carboximidamide BrC=1C=C(C=CC1F)NC(=NO)C1=NON=C1SCCN\C(=C\[N+](=O)[O-])\NC